3,6-Dichloro-1-(3-((1-(2-ethoxypyridin-3-yl)-5-methyl-4-nitro-1H-pyrazol-3-yl)oxy)propyl)-1H-pyrazolo[3,4-d]pyrimidine ClC1=NN(C2=NC(=NC=C21)Cl)CCCOC2=NN(C(=C2[N+](=O)[O-])C)C=2C(=NC=CC2)OCC